CN(CCOC=1C=CC(=NC1)C=1C=CC=C2C=NC(=NC12)NC=1C=NC(=CC1)N1CCOCC1)C 8-(5-(2-(dimethylamino)ethoxy)pyridin-2-yl)-N-(6-morpholinylpyridin-3-yl)quinazolin-2-amine